5-Fluoro-3-(3-{4-[(2R)-2-(methansulfonylmethyl)azetidin-1-carbonyl]phenyl}-1,2-oxazol-5-yl)-6-(2-methoxyethoxy)-1H-indazol FC=1C=C2C(=NNC2=CC1OCCOC)C1=CC(=NO1)C1=CC=C(C=C1)C(=O)N1[C@H](CC1)CS(=O)(=O)C